FC1=CC=C(C=N1)/C=C/C=O (2E)-3-(6-fluoropyridin-3-yl)prop-2-enal